tetradecyl erucate C(CCCCCCCCCCC\C=C/CCCCCCCC)(=O)OCCCCCCCCCCCCCC